tert-butyl (2R)-2-[(2-{[(2S,5R)-6-hydroxy-7-oxo-1,6-diazabicyclo[3.2.1]oct-2-yl]carbonyl}hydrazinyl)carbonyl]pyrrolidine-1-carboxylate ON1[C@@H]2CC[C@H](N(C1=O)C2)C(=O)NNC(=O)[C@@H]2N(CCC2)C(=O)OC(C)(C)C